C1(=CC=CC=C1)C#CC#CC1=CC=CC=C1 1,4-diphenyl-butane-1,3-diyne